(S)-2-(1-acryloyl-4-(5-(6-amino-4-(trifluoromethyl)pyridin-3-yl)-3,4-dihydro-2H-pyrano[2,3-f]quinazolin-10-yl)piperazin-2-yl)acetonitrile C(C=C)(=O)N1[C@H](CN(CC1)C1=NC=NC2=CC(=C3C(=C12)OCCC3)C=3C=NC(=CC3C(F)(F)F)N)CC#N